ClC(C1=CN=C(S1)NC(C)=O)([2H])[2H] N-(5-(chloromethyl-d2)thiazol-2-yl)acetamide